2,4-di-tert-butylphenyl 3,5-di-tert-butyl-4-hydroxybenzoate (2,4-di-tert-butylphenyl 3,5-di-tert-butyl-4-hydroxybenzoate) C(C)(C)(C)C1=C(C=CC(=C1)C(C)(C)C)C1=C(C(=O)O)C=C(C(=C1C(C)(C)C)O)C(C)(C)C.C(C)(C)(C)C=1C=C(C(=O)OC2=C(C=C(C=C2)C(C)(C)C)C(C)(C)C)C=C(C1O)C(C)(C)C